tert-butyl N-[3-(5-{2',7-dimethyl-1H,2'H-[3,4'-biindazol]-1-yl}pyridin-2-yl)-3-azabicyclo[3.1.0]hexan-6-yl]carbamate CN1N=C2C=CC=C(C2=C1)C1=NN(C2=C(C=CC=C12)C)C=1C=CC(=NC1)N1CC2C(C2C1)NC(OC(C)(C)C)=O